O1C(=CC=C1)C=1C=NC=CC1 3-(2-furyl)pyridine